6-(ethanesulfonyl)hexanesulfonic acid 2-propynyl ester C(C#C)OS(=O)(=O)CCCCCCS(=O)(=O)CC